N[C@@H](C(=O)O)CNC(=O)C1=CC2=NC=CC(=C2S1)OC (R)-2-amino-3-[(7-methoxythieno[3,2-b]pyridine-2-carbonyl)amino]propionic acid